C(C)(=O)N[C@H]1CCC2=C(C3=CC=C(C(C=C13)=O)C(=O)N(C)C)C(=C(C(=C2)OC)OC)OC (S)-7-acetamido-1,2,3-trimethoxy-N,N-dimethyl-9-oxo-5,6,7,9-tetrahydrobenzo[a]heptalen-10-carboxamide